ClC1=C(C(C(=O)N)=CC=C1)C(=O)N(C1=C(C=C(C=C1)C(C(F)(F)F)(C(F)(F)F)F)C)C(C)(C)C#N 3-chloro-N2-(2-cyanopropan-2-yl)-N'-[4-(1,1,1,2,3,3,3-heptafluoropropan-2-yl)-2-methylphenyl]phthalamide